3-(5-(5-((1R,4R,7R)-7-amino-2-azabicyclo[2.2.1]heptane-2-carbonyl)-7-methoxy-1-methyl-1H-benzo[d]imidazol-2-yl)-4-(cyclopropylmethyl)-4H-thieno[3,2-b]pyrrol-3-yl)propanamide N[C@H]1[C@@H]2N(C[C@H]1CC2)C(=O)C2=CC1=C(N(C(=N1)C1=CC3=C(N1CC1CC1)C(=CS3)CCC(=O)N)C)C(=C2)OC